(R)-N-((R)-(2-bromo-3-fluorophenyl)(5-chloro-2-(hydroxymethyl)-4-methylthiophen-3-yl)methyl)-2-methylpropane-2-sulfinamide BrC1=C(C=CC=C1F)[C@H](N[S@](=O)C(C)(C)C)C1=C(SC(=C1C)Cl)CO